[N+](=O)([O-])C(C(=O)O)CCCCCCC(=O)O nitro-azelaic acid